N2-(3-((1r,3r)-3-(dimethylamino)cyclobutoxy)-4-methoxyphenyl)-N4,6-dimethylpyrimidine-2,4-diamine CN(C1CC(C1)OC=1C=C(C=CC1OC)NC1=NC(=CC(=N1)NC)C)C